11-Hydroxy-7-methoxy-6-methyl-6,11-dihydrodibenzo[c,f][1,2]thiazepine 5,5-dioxide OC1C2=C(N(S(C3=C1C=CC=C3)(=O)=O)C)C(=CC=C2)OC